N1C=NC2=C1CN([C@@H]2C=2OC1=C(N2)C=CC=C1)C=1OC2=C(N1)C=CC=C2 (S)-2,2'-(4,6-dihydropyrrolo[3,4-d]imidazole-4,5(1H)-diyl)bis(benzo[d]oxazole)